FC(C(C(C(C(=C(F)F)F)(F)F)(F)F)(F)F)(F)OC(C(C(C(F)(F)C(=C(F)F)F)(F)F)(F)F)(F)F Perfluorovinylbutylether